N-benZyl-N-(1-(4-fluorophenyl)vinyl)acetamide tert-butyl-2-(1,3-benzothiazole-6-sulfonyl)-2H,4H,5H,6H-pyrrolo[3,4-c]pyrazole-5-carboxylate C(C)(C)(C)OC(=O)N1CC2=NN(C=C2C1)S(=O)(=O)C1=CC2=C(N=CS2)C=C1.C(C1=CC=CC=C1)N(C(C)=O)C(=C)C1=CC=C(C=C1)F